(E)-1-(2,4-Dihydroxy-6-styrylphenyl)prop-2-en-1-one OC1=C(C(=CC(=C1)O)\C=C\C1=CC=CC=C1)C(C=C)=O